[Cl-].[Cl-].C1=C(C=CC2=CC=CC=C12)C(=[Zr+2](C1=C(C(=CC=2C3=CC(=C(C=C3CC12)C)C(C)(C)C)C(C)(C)C)C)C1C=CC=C1)C1=CC2=CC=CC=C2C=C1 Bis(2-naphthyl)methylene(cyclopentadienyl)(2,7-dimethyl-3,6-di-tert-butylfluorenyl)zirconium dichloride